ClC=1C=C(C=NC1N1N=CC=N1)NC(C1=NC(=C(C=C1)C1=C2C=CC=NC2=CC=C1)C)=O N-(5-chloro-6-(2H-1,2,3-triazol-2-yl)pyridin-3-yl)-6-methyl-5-(quinolin-5-yl)picolinamide